NC=1C2=C(N=C(N1)[2H])C=CC(=N2)C=2C=C(C=CC2)C#C[C@]2(C(N([C@@H](C2)C)C)=O)O (3R,5R)-3-((3-(4-Aminopyrido[3,2-d]pyrimidin-6-yl-2-d)phenyl)ethynyl)-3-hydroxy-1,5-dimethylpyrrolidin-2-on